2-(p-fluorophenyl)-acetic acid methyl ester COC(CC1=CC=C(C=C1)F)=O